3-methyl-5-nitro-pyridin-4-amine CC=1C=NC=C(C1N)[N+](=O)[O-]